NC1=CC=C(C=N1)N1[C@@H](CN(CC1)C(=O)C1=CC(=C(C=C1)C1=CC=C(C=C1)C(F)(F)F)OC)C [(R)-4-(6-Amino-pyridin-3-yl)-3-methyl-piperazin-1-yl]-(2-methoxy-4'-trifluoromethyl-biphenyl-4-yl)-methanone